C(C)(=O)C=1C=C(C=CC1)NC(=O)NC=1C=C2C(N(C(=NC2=CC1)CN1CCOCC1)CCOC)=O 1-(3-acetylphenyl)-3-(3-(2-methoxyethyl)-2-(morpholinomethyl)-4-oxo-3,4-dihydroquinazolin-6-yl)urea